(1S,3R,4S)-2-(3-chloro-4H-thieno[3,2-b]pyrrole-5-carbonyl)-N-[(1S)-1-cyano-2-[(3R)-2-oxo-3-piperidyl]ethyl]-5,5-difluoro-2-azabicyclo[2.2.2]octane-3-carboxamide ClC1=CSC2=C1NC(=C2)C(=O)N2[C@@H]1CC([C@H]([C@@H]2C(=O)N[C@@H](C[C@@H]2C(NCCC2)=O)C#N)CC1)(F)F